N1C(=NC2=C1C=CC=C2)C2=CC=CC(=N2)C(=O)NC2C1CN(CC21)C(C2=CC(=CC=C2)C=2SC1=C(N2)C=CC=C1)=O 6-(1H-benzo[d]imidazol-2-yl)-N-(3-(3-(benzo[d]thiazol-2-yl)benzoyl)-3-azabicyclo[3.1.0]Hexan-6-yl)pyridineamide